N-(4-fluoro-5-(((2S,4R)-4-((4-(2-methoxyethoxy)pyridin-2-yl)oxy)-2-methylpyrrolidin-1-yl)methyl)thiazol-2-yl)acetamide FC=1N=C(SC1CN1[C@H](C[C@H](C1)OC1=NC=CC(=C1)OCCOC)C)NC(C)=O